CC1(CC(=CC(=C1)C)C)B(O)O 1,3,5-tri-methylphenylboronic acid